N(=[N+]=[N-])C1=CC=C(C=C2C(C(CC(C2)C)=CC2=CC=C(C=C2)N=[N+]=[N-])=O)C=C1 2,6-di-(4'-azidobenzal)-4-methylcyclohexanone